C1(CC1)C1=CC(=NN1C1=CC=C(C=C1)OC(F)(F)F)N1CCN(CC1)CCN1CCOCC1 4-[2-[4-[5-cyclopropyl-1-[4-(trifluoromethoxy)phenyl]pyrazol-3-yl]piperazin-1-yl]ethyl]morpholine